N-(3-bromo-5-fluorophenyl)-N-(2,2-difluoroethyl)-5-fluoro-2-hydrazineylquinazolin-4-amine BrC=1C=C(C=C(C1)F)N(C1=NC(=NC2=CC=CC(=C12)F)NN)CC(F)F